N-ethyl-N'-[(2S)-1,1,1,5,5,5-hexafluoropentan-2-yl]-N-{2,2,2-trifluoro-1-[3-(8-methoxyimidazo[1,2-a]pyrazin-6-yl)phenyl]ethyl}urea C(C)N(C(=O)N[C@H](C(F)(F)F)CCC(F)(F)F)C(C(F)(F)F)C1=CC(=CC=C1)C=1N=C(C=2N(C1)C=CN2)OC